NC1=CC(=NC=N1)C1=NOC(=C1)C1=CC(=C2C(NC3(C2=C1)CCCCC3)=O)C 6'-(3-(6-aminopyrimidin-4-yl)isoxazol-5-yl)-4'-methyl-spiro[cyclohexane-1,1'-isoindoline]-3'-one